Benzyl 1-((2-((((9H-fluoren-9-yl)methoxy)carbonyl)amino)acetylamino)methoxy)cyclobutane-1-carboxylate C1=CC=CC=2C3=CC=CC=C3C(C12)COC(=O)NCC(=O)NCOC1(CCC1)C(=O)OCC1=CC=CC=C1